C#CCC[C@H](CCCCC)O (S)-1-decyne-5-ol